ClC1=NC=C(C(=C1)C1=C(C=NC(=C1)C)C(=O)NC=1SC=2C(=NC=C(N2)C2CCC(CC2)(C)OC)N1)OC 2'-chloro-5'-methoxy-N-(6-(4-methoxy-4-methylcyclohexyl)thiazolo[4,5-b]pyrazin-2-yl)-6-methyl-[4,4'-bipyridine]-3-carboxamide